CN(C(=O)C=1NC2=C(C=CC=C2C1)Cl)C12CC(C1)(C2)C(=O)OC methyl 3-(N-methyl 7-chloro-1H-indole-2-amido)bicyclo[1.1.1]pentane-1-carboxylate